FC=1C=C(C=C(C1)F)[C@@H](C)C1(CCN(CC1)C(=O)OC(C)(C)C)O tert-butyl (R)-4-(1-(3,5-difluorophenyl)ethyl)-4-hydroxypiperidine-1-carboxylate